ClC1=CC=C(CCN2N=C(C=CC2=O)C=2C=NC(=NC2)OCC(F)(F)F)C=C1 2-(4-chlorophenethyl)-6-(2-(2,2,2-trifluoroethoxy)pyrimidin-5-yl)pyridazin-3(2H)-one